C(C)(=O)ON(OC(C)=O)CCN(OC(C)=O)CCC[Si](OC)(OC)OC N-[beta-(N,N-diacetoxy)aminoethyl]-gamma-(N-acetoxy)aminopropyl-trimethoxysilane